tert-butyl 2-methyl-5-[5-methyl-4-({5H,6H,7H,8H-pyrido[3,4-c]pyridazin-3-yloxy}methyl)-1,2-oxazol-3-yl]pyridine-2-carboxylate CC1(NC=C(C=C1)C1=NOC(=C1COC1=CC2=C(N=N1)CNCC2)C)C(=O)OC(C)(C)C